C(#N)C1=C2C=C(N=CC2=C(N=C1)NC)C1(CC1)C(=O)N (5-cyano-8-(methylamino)-2,7-naphthyridin-3-yl)cyclopropanecarboxamide